C(=CC(C)C)S(=O)(=O)O isopentenesulfonic acid